[Cl-].ClCCCCC[N+](C)(C)C 5-chloroamyl-trimethyl-ammonium chloride